N-(4-(chlorodifluoromethoxy)phenyl)-1-((1-hydroxycyclopropyl)methyl)-7-(pyrimidin-5-yl)-1H-benzo[d]imidazole-5-carboxamide ClC(OC1=CC=C(C=C1)NC(=O)C1=CC2=C(N(C=N2)CC2(CC2)O)C(=C1)C=1C=NC=NC1)(F)F